C(C)(=O)[O-].[Na+].N(C)CC(=O)OC(CCCCCCCCCCC)=O lauroyl sarcosinate sodium acetate